N1=C(C=NC2=CC=CC=C12)C=1C=NN(C1)C1CC(C1)CCC=O 3-(3-(4-(quinoxalin-2-yl)-1H-pyrazol-1-yl)cyclobutyl)propanal